C(C1=CC=CC=C1)OC([C@H](CNC(=O)N(C)CC1=CC=CC=C1)NC(=O)C=1C(=C2CCN(C(C2=CC1Cl)=O)CC1=CC(=CC=C1)Cl)Cl)=O (S)-benzyl-3-(3-benzyl-3-methylureido)-2-(5,7-dichloro-2-(3-chlorobenzyl)-1-oxo-1,2,3,4-tetrahydroisoquinoline-6-carboxamido)propanoate